2-hydroxyquinoline-5-carboxylate OC1=NC=2C=CC=C(C2C=C1)C(=O)[O-]